5,6,9,10,11,12-Hexahydro-4H-isoxazolo[5'',4'':3',4']cyclohepta[1',2':3,4]pyrazolo-[1,5-a]pyrazine O1N=CC2=C1C=1C(=NN3C1CNCC3)CCC2